CS(=O)(=O)OC(C=CCCl)COC1=CC=C(C=C1)[N+](=O)[O-] 4-chloro-1-(4-nitrophenoxymethyl)-but-2-enyl methanesulfonate